(S)-2-((tert-butoxycarbonyl)amino)propanoic acid C(C)(C)(C)OC(=O)N[C@H](C(=O)O)C